C(C)OC1CCC(CC1)OS(=O)(=O)C1=CC=C(C=C1)[N+](=O)[O-] 4-nitrobenzenesulfonic acid (1r,4r)-4-ethoxycyclohexyl ester